(2S,3S)-ethyl 3-((2,6-dichloro-5-fluoropyrimidin-4-yl) amino)bicyclo[2.2.2]octane-2-carboxylate ClC1=NC(=C(C(=N1)N[C@@H]1[C@H](C2CCC1CC2)C(=O)OCC)F)Cl